4-(6-bromo-4-cyano-2-methylindazol-3-yl)-2-(difluoromethoxy)-N-[(1R,2S)-2-fluorocyclopropyl]-6-methoxybenzamide BrC=1C=C(C2=C(N(N=C2C1)C)C1=CC(=C(C(=O)N[C@H]2[C@H](C2)F)C(=C1)OC)OC(F)F)C#N